ethyl 1,5-dimethyl-7-oxo-4,5,6,7-tetrahydro-1H-pyrazolo[3,4-c]pyridine-3-carboxylate CN1N=C(C2=C1C(NC(C2)C)=O)C(=O)OCC